rac-2-(2-(((1R,5S,6s)-3-azabicyclo[3.1.0]hexan-6-yl)oxy)-6-(4-fluorophenyl)pyridin-4-yl)-2-aminopropanamide [C@@H]12CNC[C@H]2C1OC1=NC(=CC(=C1)C(C(=O)N)(C)N)C1=CC=C(C=C1)F